6-(1,1-difluoroethyl)-2-oxo-N-(9H-thioxanthen-9-yl)-1,2-dihydropyridine-3-carboxamide FC(C)(F)C1=CC=C(C(N1)=O)C(=O)NC1C2=CC=CC=C2SC=2C=CC=CC12